2-(5-amino-3-methyl-1H-pyrazol-1-yl)-5,6-dimethylpyrimidin-4(3H)-one NC1=CC(=NN1C1=NC(=C(C(N1)=O)C)C)C